CCCCCCCCCC1=CC=C(C=C1)OCC2CO2 4-Nonylphenylglycidyl ether